CCCC(N)N Butanediamine